C(C1=CC=CC=C1)OC1=C(C(=CC(=C1C)O)O)C(=O)N1CC2=C(N=CN=C2)CC1 (2-(benzyloxy)-4,6-dihydroxy-3-methylphenyl)(7,8-dihydropyrido[4,3-d]pyrimidin-6(5H)-yl)methanone